5,6-difluorobenzene-1,2-diamine FC1=CC=C(C(=C1F)N)N